C(CCC)[C@]1(CS(C2=C(N(C1)C1=CC=C(C=C1)F)C=C(C(=C2)O\C=C(\C(=O)OCC)/F)SC)(=O)=O)CC ethyl (R)-(Z)-3-((3-butyl-3-ethyl-5-(4-fluorophenyl)-7-(methylthio)-1,1-dioxido-2,3,4,5-tetrahydro-1,5-benzothiazepin-8-yl)oxy)-2-fluoroacrylate